FC=1C(=NC=CC1)CC(=O)N[C@H](C(=O)O)CCN(CCCCC1=NC=2NCCCC2C=C1)CCOC1=CC=CC=C1 (S)-2-(2-(3-fluoropyridin-2-yl)acetamido)-4-((2-phenoxyethyl)(4-(5,6,7,8-tetrahydro-1,8-naphthyridin-2-yl)butyl)amino)butanoic acid